NCCCC(CCNC1CCCCC1)N 1-(3-aminopropyl)-N3-cyclohexyl-1,3-propanediamine